FC=1C(=NCN(C1)C1=NC=C(C=C1)C1CCNCC1)C=1C=C(C2=C(N(CCO2)C(C)C)C1)F 5-fluoro-4-(8-fluoro-4-isopropyl-2,3-dihydro-1,4-benzoxazin-6-yl)-N-[5-(4-piperidyl)-2-pyridyl]pyrimidin